glucosylbarbiturate C1([C@H](O)[C@@H](O)[C@H](O)[C@H](O1)CO)C1C(NC(NC1=O)=O)=O